tert-butyl N-[[7-bromo-1-methyl-4-[4-(trifluoromethoxy)phenyl]imidazo[4,5-c]pyridin-6-yl]methyl]-N-tert-butoxycarbonyl-carbamate BrC=1C2=C(C(=NC1CN(C(OC(C)(C)C)=O)C(=O)OC(C)(C)C)C1=CC=C(C=C1)OC(F)(F)F)N=CN2C